COC=1C2=C(N=C(N1)NC1CCC(CC1)(O)C)NC=C2C=2C=CC=1N(C2)C(=NN1)C 4-((4-methoxy-5-(3-methyl-[1,2,4]triazolo[4,3-a]pyridin-6-yl)-7H-pyrrolo[2,3-d]pyrimidin-2-yl)amino)-1-methylcyclohexan-1-ol